(3-benzyl-1-phenyl-3-azabicyclo[3.1.0]hexane-6-yl)methanol C(C1=CC=CC=C1)N1CC2(C(C2C1)CO)C1=CC=CC=C1